2-[2-chloro-4-[(2R,5S)-5-methyl-2-piperidyl]phenyl]-N,N-dimethyl-ethanamine ClC1=C(C=CC(=C1)[C@@H]1NC[C@H](CC1)C)CCN(C)C